C(C)(C)(C)OC(=O)N1CCC(CC1)C=1NC(C2=C(N1)C=NC(=C2)Cl)=O 4-(6-chloro-4-oxo-3,4-dihydropyrido[3,4-d]pyrimidin-2-yl)piperidine-1-carboxylic acid tert-butyl ester